5,6,7,8-tetrahydroimidazo[1,2-b]pyridazine-3-carboxamide N=1C=C(N2NCCCC21)C(=O)N